(R)-1-cyclopropyl-6,8-difluoro-4-oxo-7-(2-((pyridin-3-yloxy)methyl)pyrrolidin-1-yl)-1,4-dihydro-quinoline-3-carboxylic acid C1(CC1)N1C=C(C(C2=CC(=C(C(=C12)F)N1[C@H](CCC1)COC=1C=NC=CC1)F)=O)C(=O)O